ClC=1C=CC(=C(C1)N1CON(CO1)C(C(=O)OC(C)(C)C)CC1CCC1)N1N=NN=C1 tert-butyl 2-(4-(5-chloro-2-(1H-tetrazol-1-yl) phenyl)-2,5-dioxapiperazin-1-yl)-3-cyclobutylpropionate